BrC1=CC=C(C=C1)N(C1=CC=C(C=C1)C#CC1=CC=CC=C1)C1=CC=C(C=C1)Br N,N-bis(4-bromophenyl)-4-(2-phenylethynyl)aniline